NC=1NC(N=C(N1)C=1C=C(C=C(C1)Cl)[C@H]1N(CCOC1)C(=O)OC(C)(C)C)=O tert-butyl (R)-3-(3-(6-amino-4-oxo-4,5-dihydro-1,3,5-triazin-2-yl)-5-chlorophenyl)morpholine-4-carboxylate